FC(OC1=C(C=C(C=C1)O)C1=NN(C=C1NC(=O)C=1C=NN2C1N=CC=C2)C)F N-[3-[2-(difluoromethoxy)-5-hydroxyphenyl]-1-methyl-1H-pyrazol-4-yl]pyrazolo[1,5-a]pyrimidine-3-carboxamide